9-{1-[(1-aminocyclopropyl)methyl]azetidin-3-yl}oxy-5,5-dihydroxy-6-oxa-5-boranuidatricyclo[5.4.0.02,4]undeca-1(7),8,10-triene-8-carboxylate NC1(CC1)CN1CC(C1)OC1=C(C=2O[B-](C3CC3C2C=C1)(O)O)C(=O)[O-]